(S)-2-((4-(3-(benzyloxy)phenyl)bicyclo[2.2.2]octan-1-yl)methyl)-1-(oxetan-2-ylmethyl)-1H-benzo[d]imidazole-6-carboxylic acid C(C1=CC=CC=C1)OC=1C=C(C=CC1)C12CCC(CC1)(CC2)CC2=NC1=C(N2C[C@H]2OCC2)C=C(C=C1)C(=O)O